ClC=1C=NC(=C(C(=O)NC2CCC(CC2)CN2C(N(C3=NC=CC=C32)C3=CC(=C(C=C3)OC)OC3CCCC3)=O)C1)C 5-chloro-N-((1r,4r)-4-((3-(3-(cyclopentyloxy)-4-methoxy-phenyl)-2-oxo-2,3-dihydro-1H-imidazo[4,5-b]pyridin-1-yl)methyl)cyclohexyl)-2-methylnicotinamide